4-[[4-[(fluorosulfonyl)oxy]phenyl]methoxy]-1,3-Benzenedicarboxaldehyde FS(=O)(=O)OC1=CC=C(C=C1)COC1=C(C=C(C=C1)C=O)C=O